C(C)(C)[Si](OCC1=C(C=CC=C1)C(C(=O)O)([2H])[2H])(C(C)C)C(C)C (((triisopropylsiloxy)methyl)phenyl)acetic acid-2,2-d2